tert-Butyl (6,7-dichloro-3-(1-(tetrahydro-2H-pyran-2-yl)-1H-pyrazol-4-yl)-1H-indole-2-carbonyl)-L-prolinate ClC1=CC=C2C(=C(NC2=C1Cl)C(=O)N1[C@@H](CCC1)C(=O)OC(C)(C)C)C=1C=NN(C1)C1OCCCC1